FC(C1=CC=C(C=C1)C=1CCC(N(C1)C(=O)OC(C)(C)C)C(=O)OC)(F)F 1-tert-butyl 2-methyl 5-(4-(trifluoromethyl) phenyl)-3,4-dihydropyridine-1,2(2H)-dicarboxylate